ClC1=CC(=C(C=C1)[C@@]1(OC2=C(O1)C=CC=C2C2CCN(CC2)CC2=NC1=C(N2CC2=CN=CN2CC)C=CC=C1)C)F 2-({4-[(2S)-2-(4-Chloro-2-fluorophenyl)-2-methyl-1,3-benzodioxol-4-yl]piperidin-1-yl}methyl)-1-[(1-ethyl-1H-imidazol-5-yl)methyl]-1H-benzimidazol